(S)-1-(4-methylbenzyl)-1,2,3,4,5,6,7,8-octahydroisoquinoline-L-mandelate CC1=CC=C(C[C@@]2(NCCC=3CCCCC23)C2=CC=CC=C2[C@@H](C(=O)[O-])O)C=C1